FC=1C=C(C=CC1OC)C1=CC2=NC=C(C=C2N1C)C1=CC=C(C=C1)N1CCN(CC1)C(C)C 2-(3-fluoro-4-methoxyphenyl)-6-(4-(4-isopropylpiperazin-1-yl)phenyl)-1-methyl-1H-pyrrolo[3,2-b]pyridine